4-(6-methylquinoline-2-yl)isoxazole zinc-selenium [Se].[Zn].CC=1C=C2C=CC(=NC2=CC1)C=1C=NOC1